2-(hydroxymethyl)-2,3-dihydro-1H-indene-5,6-dicarboxylic acid dimethyl ester COC(=O)C=1C=C2CC(CC2=CC1C(=O)OC)CO